1,5-Bis(3-methoxy-4-tetradecoxyphenyl)-3-oxo-1,5-pentanedisulfonic acid disodium salt [Na+].[Na+].COC=1C=C(C=CC1OCCCCCCCCCCCCCC)C(CC(CC(S(=O)(=O)[O-])C1=CC(=C(C=C1)OCCCCCCCCCCCCCC)OC)=O)S(=O)(=O)[O-]